ClC1=NC=C(C(=N1)OC=1N=CC=2CCC3=C(C2C1F)NC1=C3C(NCC1)=O)C(C)O 2-((2-chloro-5-(1-hydroxyethyl)pyrimidin-4-yl)oxy)-1-fluoro-5,6,8,9,10,11-hexahydro-7H-pyrido[3',4':4,5]pyrrolo[2,3-f]isoquinolin-7-one